O=C1NC(CCC1N1C(C2=CC=CC(=C2C1)NCCOCCOCCC(=O)NC=1C=C(C(=O)N)C=CC1)=O)=O 3-[(1-{[2-(2,6-dioxo-hexahydropyridin-3-yl)-1-oxo-2,3-dihydro-1H-isoindol-4-yl]amino}-9-oxo-3,6-dioxanon-9-yl)amino]benzamide